6-N-[2-[[4-(2,4-dichlorophenyl)-5-imidazol-1-ylpyrimidin-2-yl]amino]ethyl]-3-nitropyridine-2,6-diamine ClC1=C(C=CC(=C1)Cl)C1=NC(=NC=C1N1C=NC=C1)NCCNC1=CC=C(C(=N1)N)[N+](=O)[O-]